3-phenyl-3-(4-(2-(2-methacryloxyethyl)carbamyloxyethoxy)phenyl)-6,7-dimethoxy-13,13-dimethyl-3H,13H-indeno[2',3':3,4]naphtho[1,2-b]pyran C1(=CC=CC=C1)C1(C=CC2=C(O1)C=1C=C(C(=CC1C1=C2C(C2=CC=CC=C21)(C)C)OC)OC)C2=CC=C(C=C2)OCCOC(NCCOC(C(=C)C)=O)=O